N-(2-((2-methoxyethoxy)methoxy)-5-(1-oxo-6-(2-(pyridin-2-yl)-4-(trifluoromethyl)phenyl)-3,4-dihydroisoquinolin-2(1H)-yl)phenyl)methanesulfonamide COCCOCOC1=C(C=C(C=C1)N1C(C2=CC=C(C=C2CC1)C1=C(C=C(C=C1)C(F)(F)F)C1=NC=CC=C1)=O)NS(=O)(=O)C